(S) or (R)-1-Isopropyl-N'-((1',5',6',7'-tetrahydro-2'H-spiro[cyclopropane-1,3'-dicyclopenta[b,e]pyridin]-8'-yl)carbamoyl)-1H-pyrazole-3-sulfonimidamide C(C)(C)N1N=C(C=C1)[S@](=O)(N)=NC(NC1=C2C(=NC3=C1CCC3)C3(CC2)CC3)=O |o1:8|